FC(CCCCN1C(C=CC1=O)=O)(C(C(C(C(C(F)(F)F)(F)F)(F)F)(F)F)(F)F)F 1-(5,5,6,6,7,7,8,8,9,9,10,10,10-tridecafluorodecyl)-1H-pyrrole-2,5-dione